(2Z,4E)-2,4-decadienoic acid C(\C=C/C=C/CCCCC)(=O)O